COC1=C(C=CC=C1)C1(NC(=NC=C1)NC1=CC=C2C(=NC=NC2=C1)N1CCN(CC1)C)N 4-(2-methoxyphenyl)-N2-(4-(4-methylpiperazin-1-yl)quinazolin-7-yl)pyrimidine-2,4-diamine